C(C1=CC=CC=C1)N1C(N(C(C1=CC1=C(C(=CC=C1)O)O)=O)C1=CC=C(C=C1)Cl)=[Se] 1-benzyl-3-(4-chlorophenyl)-5-(2,3-dihydroxybenzylidene)-2-selenoxoimidazolidin-4-one